CN1N=CC(=C1)C1N(CC2=CC=CC=C12)C#N (1-methyl-1H-pyrazol-4-yl)isoindoline-2-carbonitrile